2-((3-chloro-2-methylphenyl)amino)-6-methylbenzoic acid ClC=1C(=C(C=CC1)NC1=C(C(=O)O)C(=CC=C1)C)C